C1(=CC=C(C=C1)N(C1=CC=C(C=C1)C)C=1C2=CC=CC=C2C(=C2C=CC=CC12)N(C1=CC=C(C=C1)C)C1=CC=C(C=C1)C)C 9,10-bis[N,N-di(p-tolyl)amino]anthracene